BrCCCCCCCC\C=C/CCCCCC (Z)-16-Bromohexadec-7-ene